ClC1=NN(C2=CC=C(C=C12)COC1=CC(=C2C=C(COC2=C1)C=O)F)C1CCCC1 7-(3-chloro-1-cyclopentyl-1H-indazol-5-ylmethoxy)-5-fluoro-2H-chromene-3-carbaldehyde